FC(C=1C=C(C=CC1)C1=CC=C2CCC(C2=C1)NC(O[C@@H]1CN2CCC1CC2)=O)(F)F (S)-quinuclidin-3-yl (6-(3-(trifluoromethyl)phenyl)-2,3-dihydro-1H-inden-1-yl)carbamate